OC=1C(=NC=C(C1)N1N=NC=C1)C1=CC2=C(N=N1)N(C=C2)[C@@H]2CCN(C1(CC1)C2)C(=O)[O-] (R)-7-(3-(3-hydroxy-5-(1H-1,2,3-triazol-1-yl) pyridin-2-yl)-7H-pyrrolo[2,3-c]pyridazin-7-yl)-4-azaspiro[2.5]octane-4-carboxylate